2-(2-((1r,4r)-4-hydroxy-4-methylcyclohexyl)-2H-pyrazolo[3,4-b]pyridin-6-yl)-3-methyl-5-(trifluoromethyl)phenol OC1(CCC(CC1)N1N=C2N=C(C=CC2=C1)C1=C(C=C(C=C1C)C(F)(F)F)O)C